C(C)(CCC)[Si](OC)(OC)C(C)CCC di-sec-pentyldimethoxysilane